4-[2-Cyclopropyl-6-[4-cyclopropyl-2-[[(1-methylcyclobutyl)amino]methyl]-7-oxo-1H-pyrrolo[2,3-c]pyridin-6-yl]pyridin-4-yl]-3-(4-methylpyridazin-3-yl)benzonitrile C1(CC1)C1=NC(=CC(=C1)C1=C(C=C(C#N)C=C1)C=1N=NC=CC1C)N1C(C2=C(C(=C1)C1CC1)C=C(N2)CNC2(CCC2)C)=O